C1(CC1)C=1N=NN(C1)[C@H](C(=O)N1[C@@H](C[C@H](C1)O)C(=O)NCC=1N(C=CN1)CCCC1=CC=CC=C1)C(C)(C)C (2S,4r)-1-[(2S)-2-(4-cyclopropyl-triazol-1-yl)-3,3-dimethyl-butyryl]-4-hydroxy-N-[[1-(3-phenylpropyl)imidazol-2-yl]methyl]pyrrolidine-2-carboxamide